C(C)C1(OCCC2=C1NC1=C(C=CC=C21)CC)CC(=O)[O-] 1,8-diethyl-1,3,4,9-tetrahydropyrano[3,4-b]indole-1-acetate